[(2S,3S,4E,6R,7R,10S)-10-hydroxy-3,7-dimethyl-2-[(E)-1-[3-(methylsulfamoyl)phenyl]prop-1-en-2-yl]-12-oxo-1-oxacyclododec-4-en-6-yl] 4-methylpiperazine-1-carboxylate CN1CCN(CC1)C(=O)O[C@H]1/C=C/[C@@H]([C@H](OC(C[C@H](CC[C@H]1C)O)=O)/C(=C/C1=CC(=CC=C1)S(NC)(=O)=O)/C)C